NC1=NC(=NN2C1=NC=C2CC=2C=C(C(=NC2)N2CCN(CC2)C(CNC(OC(C)(C)C)=O)=O)C)OCCCC tert-butyl (2-(4-(5-((4-amino-2-butoxyimidazo[2,1-f][1,2,4]triazin-7-yl)methyl)-3-methylpyridin-2-yl)piperazin-1-yl)-2-oxoethyl)carbamate